O=[Ti+2] oxotitanium(IV)